7a-(tert-butyl)2-methyl-(2S,3R,7aR)-3-(2-chloropyridin-3-yl)tetrahydro-1H-pyrrolizine C(C)(C)(C)[C@@]12CCCN2[C@H]([C@H](C1)C)C=1C(=NC=CC1)Cl